C(C=CC)(C(=O)O)(C(=O)O)C(=O)O butenetricarboxylic acid